ClC1=C(C=C(OCC(=O)NC23CC(C2)(C3)C=3OC(=NN3)C(C(F)F)(C)C)C=C1)F 2-(4-Chloro-3-fluoro-phenoxy)-N-[3-[5-(2,2-difluoro-1,1-dimethyl-ethyl)-1,3,4-oxadiazol-2-yl]-1-bicyclo[1.1.1]pentanyl]acetamide